CC1(CCN(CC1)C=1OC2=C(C=C(C=C2C(C1)=O)C)C(C)NC1=C(C(=O)O)C=C(C(=C1)F)OC)C 2-[1-[2-(4,4-dimethyl-1-piperidinyl)-6-methyl-4-oxo-chromen-8-yl]ethylamino]-4-fluoro-5-methoxy-benzoic acid